N-(3-(1H-Imidazol-1-yl)-5-Methoxyphenyl)-6-chloroquinolin-4-amine N1(C=NC=C1)C=1C=C(C=C(C1)OC)NC1=CC=NC2=CC=C(C=C12)Cl